COC(C1CCN(CC1)C1=CC=C(C=C1)[C@@H]1C=2C=CC(=CC2CC[C@@H]1C)O)OC (5R,6S)-5-(4-(4-(dimethoxymethyl)piperidin-1-yl)phenyl)-6-methyl-5,6,7,8-tetrahydronaphthalen-2-ol